tert-butyl 2-(trifluoromethanesulfonyloxy)-5,6-dihydro-4H-pyridine-1-carboxylate FC(S(=O)(=O)OC=1N(CCCC1)C(=O)OC(C)(C)C)(F)F